O1COC2=C1C=CC(=C2)C2=NC(=C1N=C(N(C1=N2)C)C2=CC=NC=C2)N2CCOCC2 4-(2-(benzo[d][1,3]dioxol-5-yl)-9-methyl-8-(pyridin-4-yl)-9H-purin-6-yl)morpholine